NC(CCCCCCCCCC(=O)OCCCCCCC)CCCCCCCCCC(=O)OC(CCCCCC)CCCCCC 1-heptyl 21-(tridecan-7-yl) 11-aminohenicosanedioate